FC=1C=C2C(=NN(C2=CC1F)C1OCCCC1)C=1C=CC=2OCCNC2N1 5,6-difluoro-1-(oxan-2-yl)-3-[2H,3H,4H-pyrido[3,2-b][1,4]oxazin-6-yl]indazole